5-bromo-6-(methoxymethyl)pyridinecarbaldehyde BrC=1C=CC(=NC1COC)C=O